2-((2,6-difluorobenzyl)(ethoxycarbonyl)amino)-4-((dimethylamino)methyl)thiophene-3-carboxylic acid ethyl ester C(C)OC(=O)C1=C(SC=C1CN(C)C)N(C(=O)OCC)CC1=C(C=CC=C1F)F